C(C)(C)(C)OC(=O)N1CCC(CC1)(CC=1N=COC1)C#N 4-cyano-4-(oxazol-4-ylmethyl)piperidine-1-carboxylic acid tert-butyl ester